2,4-disulfonyl-mesitylene S(=O)(=O)=C1C(C=C(C(C1C)=S(=O)=O)C)C